COC1=NC=CC=C1CC#N (2-methoxy-3-pyridinyl)acetonitrile